OC1=CC=C(C=C1)CC(=O)NCCCN1CCN(CC1)CCCNC(CC1=CC=C(C=C1)O)=O 2-(4-Hydroxyphenyl)-N-[3-[4-[3-[[2-(4-hydroxyphenyl)acetyl]amino]propyl]piperazin-1-yl]propyl]-acetamide